FC=1C=CC=C2C(=CNC(C12)=O)C(C)NCC(C)C 8-Fluoro-4-(1-(isobutylamino)ethyl)isoquinolin-1(2H)-one